FC(OC=1C=C2C(=CC1)NC(C21CCN(CC1)CCOC=1C=NC=2N(C(CCC2C1)=O)C1CC(C1)(C)O)=O)F 5-(difluoromethoxy)-1'-[2-({7-oxo-8-[3-hydroxy-3-methylcyclobutyl]-5,6,7,8-tetrahydro-1,8-naphthyridin-3-yl}oxy)ethyl]-1,2-dihydrospiro[indole-3,4'-piperidin]-2-one